3-(4-(4,4,5,5-tetramethyl-1,3,2-dioxaborolan-2-yl)phenoxy)azetidine-1-carboxylic acid tert-butyl ester C(C)(C)(C)OC(=O)N1CC(C1)OC1=CC=C(C=C1)B1OC(C(O1)(C)C)(C)C